CN=[N+]=[N-] Methylazide